O1COC2=C1C=CC(=C2)CC(C)N(C(=O)CCCC(=O)OC(C)(C)C)C tert-Butyl 4-{[2-(2H-1,3-benzodioxol-5-yl)-1-methyl-ethyl]-N-methylcarbamoyl}butyrate